C(C)(C)(C)OC[C@@H](C(=O)OC)NC(=O)C=1C=NC(=CC1)OC1=CC(=CC=C1)OCC(=O)OC(C)(C)C |r| methyl rac-(2S)-3-tert-butoxy-2-[[6-[3-(2-tert-butoxy-2-oxo-ethoxy) phenoxy] pyridine-3-carbonyl]amino]propanoate